N-3-pyridyl[(S)-4,4-dimethyl-1-(2H-tetraazol-5-yl)pentyl]amine N1=CC(=CC=C1)N[C@@H](CCC(C)(C)C)C=1N=NNN1